C1=CC=CC=2C3=CC=CC=C3C(C12)COC(=O)N(CC(=O)N1CC(CCC1)C=1C=C(C(=O)N[C@H](C(=O)O)C2CCCCC2)C=CC1)CC1=C(C=C(C=C1)OC)OCC (2S)-2-(3-(1-(N-(((9H-fluoren-9-yl)methoxy)carbonyl)-N-(2-ethoxy-4-methoxybenzyl)glycyl)piperidin-3-yl)benzamido)-2-cyclohexylacetic acid